C(#N)CC1=C(C=2N=NC=C(C2S1)N(C(OC(C)(C)C)=O)CC=1SC=CC1)C tert-butyl N-[6-(cyanomethyl)-7-methylthieno[3,2-c]pyridazin-4-yl]-N-(thiophen-2-ylmethyl)carbamate